ClC1=C(C=C(C(=C1)C)C)N1C(SCC1=O)=N 3-(2-chloro-4,5-dimethylphenyl)-2-iminothiazolidin-4-one